5-piperidylpentanamine N1(CCCCC1)CCCCCN